4-[2-[2-(1,3-benzoxazol-2-yl)ethyl]-3-chloro-6-fluoro-phenyl]-5-hydroxy-2,6-dimethyl-pyridazin-3-one O1C(=NC2=C1C=CC=C2)CCC2=C(C(=CC=C2Cl)F)C=2C(N(N=C(C2O)C)C)=O